2-(7-chlorochroman-4-yl)acetic acid ClC1=CC=C2C(CCOC2=C1)CC(=O)O